Tert-butyl cis-5-benzyl-3a-methylhexahydropyrrolo[3,4-c]pyrrole-2(1H)-carboxylate C(C1=CC=CC=C1)N1C[C@@H]2[C@](C1)(CN(C2)C(=O)OC(C)(C)C)C